FC=1C=C(C=CC1)CN1CC=C2N1CC[C@H](C(N2C)=O)C2=NC(=NN2)C(=O)NC2CC2 1-[(3-fluorophenyl)methyl]-N-(6S)-2-cyclopropyl-4-methyl-5-oxo-7,8-dihydro-6H-pyrazolo[1,5-a][1,3]diazepin-6-yl-1,2,4-triazole-3-carboxamide